4-isopropyl-N-methyl-5-(8-methyl-[1,2,4]triazolo[1,5-a]pyridin-6-yl)-N-(piperidin-4-yl)-6H-thieno[2,3-b]pyrrole-2-carboxamide C(C)(C)C=1C2=C(NC1C=1C=C(C=3N(C1)N=CN3)C)SC(=C2)C(=O)N(C2CCNCC2)C